2-(4-(benzyloxy)-3-chlorophenyl)-6,7-dihydro-4(5H)-benzofuranone C(C1=CC=CC=C1)OC1=C(C=C(C=C1)C=1OC2=C(C1)C(CCC2)=O)Cl